bis(1-benzylmethylamino-3-phenylbut-3-enyl)benzene C(C1=CC=CC=C1)CNC(CC(=C)C1=CC=CC=C1)C1=C(C=CC=C1)C(CC(=C)C1=CC=CC=C1)NCCC1=CC=CC=C1